3-(5-(3-(4-(4-((1R,2S)-6-hydroxy-2-phenyl-1,2,3,4-tetrahydronaphthalen-1-yl)phenyl)piperazin-1-yl)propyl)-1-oxoisoindolin-2-yl)piperidine-2,6-dione OC=1C=C2CC[C@@H]([C@@H](C2=CC1)C1=CC=C(C=C1)N1CCN(CC1)CCCC=1C=C2CN(C(C2=CC1)=O)C1C(NC(CC1)=O)=O)C1=CC=CC=C1